N-(2-(4-(4-cyclopropylpiperazine-1-yl)piperidine-1-yl)-5-((6-((S)-3-(2,3-dichlorobenzyl)isoxazolidine-2-yl)pyrimidine-4-yl)amino)-4-methoxyphenyl)acrylamide C1(CC1)N1CCN(CC1)C1CCN(CC1)C1=C(C=C(C(=C1)OC)NC1=NC=NC(=C1)N1OCC[C@@H]1CC1=C(C(=CC=C1)Cl)Cl)NC(C=C)=O